F[Sb-](F)(F)(F)(F)F.C1(=CC=C(C=C1)C=1C(=C(C=2C(C3=CC=CC=C3SC2C1)=O)C1=CC=C(C=C1)C)C(C)C)C bis(p-tolyl)2-isopropylthioxanthone hexafluoroantimonate